O=C1NC(CCC1C=1C=CC(=NC1)N1CCC(CC1)(C(=O)N1CCC(CC1)(C(=O)OC(C)(C)C)C)C)=O tert-butyl 1-(1-(5-(2,6-dioxopiperidin-3-yl)pyridin-2-yl)-4-methylpiperidine-4-carbonyl)-4-methylpiperidine-4-carboxylate